4-fluoro-N-(1,7,7-trimethylnorbornan-2-yl)-1H-pyrrolo[2,3-c]pyridine-2-carboxamide FC1=C2C(=CN=C1)NC(=C2)C(=O)NC2C1(CCC(C2)C1(C)C)C